Cl.Cl.CN1CC(NCC1)CC1=NC=CC(=C1)NC(=O)C1=CNCCS1 N-((4-methylpiperazin-2-yl)methyl-pyridin-4-yl)-3,4-dihydro-2H-1,4-thiazine-6-carboxamide dihydrochloride